F[C@@H]1C[C@@]2(CCCN2C1)COC=1N=CC2=C(N1)C=C(N=C2N2[C@@H](CC2)C(F)(F)F)C2=CC1=CC=C(C(=C1C=C2)C#C)F (R)-(-)-2-([(2R,7aS)-2-fluoro-hexahydropyrrolizin-7a-yl]methoxy-5-[(2S)-2-(trifluoromethyl)azetidin-1-yl]pyrido[4,3-d]pyrimidin-7-yl)-5-ethynyl-6-fluoronaphthalen